bis-dimethylaminotitanium dichloride [Cl-].[Cl-].CN(C)[Ti+2]N(C)C